C(C)C1=C(C(=CC=C1)CC)N1C(C2(CC1(C)C)CCCCC2)=[Ru](=C2C=C(C1=CC=CC=C21)C2=CC=CC=C2)(Cl)(Cl)=C2N(C(CC21CCCCC1)(C)C)C1=C(C=CC=C1CC)CC bis(2-(2,6-diethylphenyl)-3,3-dimethyl-2-azaspiro[4.5]decane-1-ylidene)dichloro(3-phenyl-1H-indene-1-ylidene)ruthenium